C1(CCCCC1)S(=O)(=O)N1[C@@H](CCCC1)C=1SC(=C(N1)C(=O)OC)C Methyl (S)-2-(1-(cyclohexylsulfonyl)piperidin-2-yl)-5-methylthiazole-4-carboxylate